FC(C1=NN=C(S1)N)F 5-difluoromethyl-[1,3,4]thiadiazol-2-ylamine